4-(1-naphthyl)butanoate C1(=CC=CC2=CC=CC=C12)CCCC(=O)[O-]